C(C)(C)(C)OC(=O)OC1=CC=C(C=C1)[Zr+2]Cl 4-tert-butoxycarbonyloxyphenyl-chlorozirconium (IV)